Sodium N-Lauroyl-Sarcosine C(CCCCCCCCCCC)(=O)N(C)CC(=O)O.[Na]